N[C@@H]1CN(CC[C@H]1F)C=1N(C=2C(=NC=CC2)N1)CC1=CC=C(C#N)C=C1 4-((2-((3R,4R)-3-Amino-4-fluoropiperidin-1-yl)-1H-imidazo[4,5-b]pyridin-1-yl)methyl)benzonitril